C(C1=CC=CC=C1)OC(=O)N1[C@H](CN(CC1)C=1C2=C(N=C(N1)SC)CN(CC2)C2=CC=CC1=CC=C(C(=C21)C)F)CC#N (S)-2-(cyanomethyl)-4-(7-(7-fluoro-8-methylnaphthalen-1-yl)-2-(methylthio)-5,6,7,8-tetrahydropyrido[3,4-d]pyrimidin-4-yl)piperazine-1-carboxylic acid benzyl ester